(7aS,10aR)-2-methoxy-6-((1-methyl-1H-pyrazol-4-yl)methyl-d2)-N-(1-methylcyclopropyl)-5-oxo-6,7a,8,9,10,10a-hexahydro-5H-cyclopenta[4,5]imidazo[1,2-a]quinazoline-3-sulfonamide COC=1C(=CC=2C(N(C=3N(C2C1)[C@H]1[C@@H](N3)CCC1)C([2H])([2H])C=1C=NN(C1)C)=O)S(=O)(=O)NC1(CC1)C